[Zn].[Al].[Cu].[Mn].[Ni].[Cu] copper-nickel-manganese copper-aluminum-zinc